2R-(tert-butyl)-3-formyl-2,3-dihydrothiazole-4-carboxylic acid methyl ester COC(=O)C=1N([C@H](SC1)C(C)(C)C)C=O